2-(pyridin-4-yl)pyrido[3,4-d]Pyrimidine N1=CC=C(C=C1)C=1N=CC2=C(N1)C=NC=C2